CC1=CC2=C(N=C(N=C2NCCCC2=CC=C(C=C2)C2=CC=C(C=C2)[N+](=O)[O-])C=2NC=CC2)S1 6-methyl-N-(3-(4'-nitro-[1,1'-biphenyl]-4-yl)propyl)-2-(1H-pyrrol-2-yl)thieno[2,3-d]pyrimidin-4-amine